ClC=1C(=C(C(=C(C1)[C@H]1[C@H](O[C@]([C@H]1C)(C(F)(F)F)C)C(=O)NC1=CC(=NC=C1)C(=O)N)OC)F)F 4-[[(2S,3S,4S,5R)-3-(5-Chloro-3,4-difluoro-2-methoxyphenyl)-4,5-dimethyl-5-(trifluoromethyl)tetrahydrofuran-2-carbonyl]amino]pyridin-2-carboxamid